N-(5-{[(2S,5R)-2,5-dimethyl-4-(tetrahydro-2H-pyran-4-yl)piperazin-1-yl]carbonyl}-6,6-dimethyl-1,4,5,6-tetrahydropyrrolo[3,4-c]pyrazol-3-yl)-5-ethylpyridine-2-carboxamide C[C@@H]1N(C[C@H](N(C1)C1CCOCC1)C)C(=O)N1C(C=2NN=C(C2C1)NC(=O)C1=NC=C(C=C1)CC)(C)C